CC1(O[C@H]2[C@@H](O1)O[C@@H](C2)[C@@H](CCC(=O)[O-])CC(=O)[O-])C (S)-1-((3aR,5S,6aR)-2,2-dimethyltetrahydrofuro[2,3-d][1,3]dioxol-5-yl)ethane-1,2-diyldiacetate